FC(C(=O)F)(C(N1C(C(OC(C1(F)F)(F)F)(F)F)(F)F)(F)F)F 2,2,3,3-tetrafluoro-3-(perfluoromorpholino)propionyl fluoride